O=C1NC(CCC1N1C(C2=CC=C(C=C2C1)CNC(C#CC1=CC=CC=C1)=O)=O)=O N-((2-(2,6-dioxopiperidin-3-yl)-1-oxoisoindolin-5-yl)methyl)-3-phenylpropiolamide